Ethyl 3-[4-(5-{5-[6-cyclopropyl-5-(trifluoromethyl)pyridin-3-yl]-7-[(3-methoxy-2,2-dimethylpropyl) (methyl)amino]-1H-imidazo[4,5-b]pyridin-2-yl}pyrazin-2-yl)piperazin-1-yl]propanoate C1(CC1)C1=C(C=C(C=N1)C1=CC(=C2C(=N1)N=C(N2)C=2N=CC(=NC2)N2CCN(CC2)CCC(=O)OCC)N(C)CC(COC)(C)C)C(F)(F)F